(2-(2,6-dioxopiperidin-3-yl)-7-fluoro-3-oxoisoindolin-5-yl)methyl (3-cyclopropoxyphenyl)carbamate C1(CC1)OC=1C=C(C=CC1)NC(OCC=1C=C2C(N(CC2=C(C1)F)C1C(NC(CC1)=O)=O)=O)=O